F[C@H]1C[C@H](N(C1)C(CN1CCC(CC1)OC(=O)C1=CC=C2C=CN=CC2=C1)=O)C#N (2S,4S)-4-fluoro-1-[2-[4-(7-isoquinolinoyloxy)-1-piperidinyl]acetyl]pyrrolidine-2-carbonitrile